Cl.CNNC(=O)C=1C(=NC=CN1)C(C)NC(C1=CC(=CC(=C1)C(F)(F)F)C(F)(F)F)=O N-(1-(3-(2-methylhydrazine-1-carbonyl)pyrazin-2-yl)ethyl)-3,5-bis(trifluoromethyl)benzamide hydrochloride